6-amino-5-(3-hydroxy-2,6-dimethylphenyl)-2,3-dimethyl-4-oxo-4,5-dihydro-3H-imidazo[4,5-c]pyridine-7-carboxamide NC1=C(C2=C(C(N1C1=C(C(=CC=C1C)O)C)=O)N(C(=N2)C)C)C(=O)N